ClC=1C=C(C=2C(C3=CC=C(C=C3NC2C1)OC)(C)C)C 3-Chloro-6-methoxy-1,9,9-trimethyl-9,10-dihydroacridine